5-[2-[(2S)-2-methylazetidin-1-yl]-6,7-dihydro-5H-cyclopenta[d]pyrimidin-4-yl]-1H-indole-2-carboxamide C[C@@H]1N(CC1)C=1N=C(C2=C(N1)CCC2)C=2C=C1C=C(NC1=CC2)C(=O)N